7-(3,4-dimethoxyphenyl)-N-((1R,4R)-4-morpholinocyclohexyl)pyrazolo[1,5-a]pyrimidine-2-carboxamide COC=1C=C(C=CC1OC)C1=CC=NC=2N1N=C(C2)C(=O)NC2CCC(CC2)N2CCOCC2